O1C2=C(OCCC1)C=C(C=C2)C=2N=C(NC2C2=CC(=NC=C2)C)N 4-(3,4-dihydro-2H-benzo[b][1,4]dioxepin-7-yl)-5-(2-methylpyridin-4-yl)-1H-imidazol-2-amine